phenylalanine-1-methylester COC([C@@H](NC1=CC=CC=C1)C)=O